ClC1=CC=C2NC=3CC(CC(C3C(C2=C1)=O)=O)C=1SC(=CC1)OC1=CC=C(C=C1)OC(F)(F)F 7-chloro-3-(5-(4-(trifluoromethoxy)phenoxy)thiophen-2-yl)-3,4-dihydroacridine-1,9(2H,10H)-dione